C(#N)C=1C(=NC2=CC=CC=C2C1C)NCC(=O)N(C)C1=CC=C(C=C1)F 2-[(3-cyano-4-methylquinolin-2-yl)amino]-N-(4-fluorophenyl)-N-methylacetamide